C1=CC=CC=2C3=CC=CC=C3N(C12)C1=C(C#N)C(=C(C(=C1N1C2=CC=CC=C2C=2C=CC=CC12)N1C2=CC=CC=C2C=2C=CC=CC12)F)N1C2=CC=CC=C2C=2C=CC=CC12 2,3,4,6-tetrakis(9H-carbazol-9-yl)-5-fluorobenzonitrile